C(C)(C)(C)OC(=O)N1CC2(C1)CN(C2)CC2=NC(=NO2)C2(CC2)C(F)(F)F 6-[[3-[1-(trifluoromethyl)cyclopropyl]-1,2,4-oxadiazol-5-yl]methyl]-2,6-diazaspiro[3.3]heptane-2-carboxylic Acid Tert-Butyl Ester